C1(CC1)C=1C(=CC=2N(N1)C(=CN2)C2=CC=CC(=N2)N[C@H]2CNC[C@@H]2C(F)(F)F)OC 6-(6-cyclopropyl-7-methoxyimidazo[1,2-b]pyridazin-3-yl)-N-((3R,4S)-4-(trifluoromethyl)pyrrolidin-3-yl)pyridin-2-amine